ON[C@@H](CO)C(=O)O Hydroxy-L-Serine